NC1=NC=CC2=C1CCC2NC(=O)C=2N=NN(C2)CC=2N=C1N(C=C(C=C1CN)C1CC1)C2 N-(1-amino-6,7-dihydro-5H-cyclopenta[c]pyridin-5-yl)-1-((8-(aminomethyl)-6-cyclopropylimidazo[1,2-a]pyridin-2-yl)methyl)-1H-1,2,3-triazole-4-carboxamide